FC1([C@@H](C1)C1=CNC=2N=CN=C(C21)N[C@@H]2CC[C@@H](N(C2)C(C(=C)C)=O)C)F 1-((2S,5R)-5-((5-((S)-2,2-difluorocyclopropyl)-7H-pyrrolo[2,3-d]pyrimidin-4-yl)amino)-2-methylpiperidin-1-yl)-2-methylprop-2-en-1-one